C1(=CC=CC=C1)[C@H](C)N (S)-alpha-phenylethylamine